3-(4-chloro-3-fluorobenzyl)-3-methyl-1-tosyl-2,3-dihydro-1H-pyrrolo[2,3-b]pyridine-6-carboxylic acid methyl ester COC(=O)C1=CC=C2C(=N1)N(CC2(C)CC2=CC(=C(C=C2)Cl)F)S(=O)(=O)C2=CC=C(C)C=C2